3-hydroxy-4',5-dimethoxybibenzyl OC=1C=C(C=C(C1)OC)CCC1=CC=C(C=C1)OC